2-(3-fluoro-1-(1-(oxetan-3-yl)-1H-pyrazolo[3,4-b]pyrazin-6-yl)piperidin-3-yl)-5-(6-(trifluoromethyl)pyridin-2-yl)-1,3,4-thiadiazole FC1(CN(CCC1)C1=CN=C2C(=N1)N(N=C2)C2COC2)C=2SC(=NN2)C2=NC(=CC=C2)C(F)(F)F